3-(4-hydroxy-3-methyl-2-oxo-benzimidazol-1-yl)-1-[(4-methoxyphenyl)methyl]piperidine-2,6-dione OC1=CC=CC=2N(C(N(C21)C)=O)C2C(N(C(CC2)=O)CC2=CC=C(C=C2)OC)=O